C12(CCC(CC1)C2)C2CC=NN2 5-(bicyclo[2.2.1]heptan-1-yl)-4,5-dihydro-1H-pyrazole